2-Methyl-5-(6-(methyl(2,2,6,6-tetramethylpiperidin-4-yl)amino)pyridazin-3-yl)-1H-benzo[d]imidazol-6-ol CC1=NC2=C(N1)C=C(C(=C2)C=2N=NC(=CC2)N(C2CC(NC(C2)(C)C)(C)C)C)O